7a-(4-bromophenyl)-6-((diethylamino)methyl)-4-methoxy-7-phenyl-5,6,7,7a-tetrahydro-4bH-cyclopenta[4,5]furo[2,3-c]pyridine-4b,5-diol BrC1=CC=C(C=C1)C12C(C3=C(C=NC=C3OC)O1)(C(C(C2C2=CC=CC=C2)CN(CC)CC)O)O